(R)-1'-(5-Amino-1-((S or R)-1,1,1-trifluorobutan-2-yl)-1H-pyrazole-4-carbonyl)-6-chloro-5-fluoro-5',5'-dimethylspiro[benzo[d][1,3]oxazine-4,3'-piperidin]-2(1H)-one NC1=C(C=NN1[C@H](C(F)(F)F)CC)C(=O)N1C[C@@]2(CC(C1)(C)C)C1=C(NC(O2)=O)C=CC(=C1F)Cl |o1:6|